5-(2-(octylthio)propyl)benzo[d][1,3]dioxole C(CCCCCCC)SC(CC1=CC2=C(OCO2)C=C1)C